lanthanum rhenium yttrium [Y].[Re].[La]